1-cyclohexyl-2-(5-fluoropyridin-2-yl)-1,6-dihydrodipyrrolo[2,3-b:2',3'-d]Pyridine C1(CCCCC1)N1C(=CC=2C1=C1C(=NC2)NC=C1)C1=NC=C(C=C1)F